COC(=O)C=1C(=NC(=C(C1)F)Cl)Cl 2,6-dichloro-5-fluoro-pyridine-3-carboxylic acid methyl ester